2-(4-hydroxy-3-methoxyphenyl)-6,7-dimethoxy-3-(4-methoxyphenyl)-4H-chromen-4-one OC1=C(C=C(C=C1)C=1OC2=CC(=C(C=C2C(C1C1=CC=C(C=C1)OC)=O)OC)OC)OC